(2S)-2-[tert-butoxycarbonyl(methyl)amino]-3-[tert-butyl(dimethyl)silyl]oxy-propanoic acid C(C)(C)(C)OC(=O)N([C@H](C(=O)O)CO[Si](C)(C)C(C)(C)C)C